[1-(2-hydroxy-2-methylpropyl)-4-piperidyl]oxyl-2,3-dihydro-1,4-benzoxazepin-5-one OC(CN1CCC(CC1)OC1OC2=C(C(NC1)=O)C=CC=C2)(C)C